CC1=CC(=C(C=N1)C(=O)N)C=1C=NC=CC1 6'-methyl-[3,4'-bipyridine]-3'-carboxamide